(S)-(5-(1-(difluoromethyl)-1H-pyrazol-4-yl)-1,3,4-oxadiazol-2-yl)(4-(7-fluoropyrazolo[1,5-a]pyridin-2-yl)-6,7-dihydro-1H-imidazo[4,5-c]pyridin-5(4H)-yl)methanone FC(N1N=CC(=C1)C1=NN=C(O1)C(=O)N1[C@@H](C2=C(CC1)NC=N2)C2=NN1C(C=CC=C1F)=C2)F